(R)-3-bromo-N-((5-fluoro-2-methoxyphenyl)(1H-indole-2-yl)methyl)benzamide BrC=1C=C(C(=O)N[C@@H](C=2NC3=CC=CC=C3C2)C2=C(C=CC(=C2)F)OC)C=CC1